COC1=C(C=C(C=C1)C)[C@@]1([C@@H](C1)C=1C(=NC=CC1)OC)C(=O)NS(=O)(=O)C=1C=2C=CC(=NC2C=CC1)C |r| rac-(1r,2s)-1-(2-methoxy-5-methylphenyl)-2-(2-methoxypyridin-3-yl)-N-(2-methylquinoline-5-sulfonyl)cyclopropane-1-carboxamide